5-(tert-butyl)-3-methyl-1,2-phenylene diphenyl bis(carbonate) C(OC1=C(C(=CC(=C1)C(C)(C)C)C)OC(OC1=CC=CC=C1)=O)(OC1=CC=CC=C1)=O